NN1C(C2=CC=CC=C2C12C1=CC=C(C=C1OC=1C=C(C=CC21)N(CC)CC)N(CC)CC)=O 2-amino-3',6'-bis(diethylamino)spiro[isoindoline-3,9'-xanthene]-1-one